(4-(4-(5-acetyl-4-amino-2-fluorophenyl)-3-aminoisoxazolo[4,5-c]pyridin-7-yl)-1H-pyrazol-1-yl)methyl (2-morpholinoethyl) carbonate C(OCN1N=CC(=C1)C=1C2=C(C(=NC1)C1=C(C=C(C(=C1)C(C)=O)N)F)C(=NO2)N)(OCCN2CCOCC2)=O